C(C)N(CCO)CCCC(C)N 5-(N-ethyl-N-2-hydroxyethylamino)-2-pentylamine